C1(CCCCCC1)=O cycloheptanone